C(C)(C)(C)C1=NN(C(=C1)NC(NC1=C(C=C(OC2=CC(=NC=C2)C(=O)NC2=CC=CC=C2)C=C1)SC)=O)C1=CC=CC=C1 4-(4-(3-(3-(tert-butyl)-1-phenyl-1H-pyrazol-5-yl)ureido)-3-(methylthio)phenoxy)-N-phenylpyridin-amide